tert-butyl (2S)-2-amino-4-[3,5-difluoro-4-(trifluoromethyl)phenyl]butanoate N[C@H](C(=O)OC(C)(C)C)CCC1=CC(=C(C(=C1)F)C(F)(F)F)F